ethyl (S)-2-(3-(3-(difluoromethoxy)-5-fluorophenyl)-5-(3-(trifluoromethyl) phenylsulfonyl)-6a,7,9,10-tetrahydro-5H-pyrazino[1,2-a]pyrido[3,2-e]pyrazin-8(6H)-yl)-2-methylpropionate FC(OC=1C=C(C=C(C1)F)C1=CC=2N(C[C@H]3N(C2N=C1)CCN(C3)C(C(=O)OCC)(C)C)S(=O)(=O)C3=CC(=CC=C3)C(F)(F)F)F